N1C(NC2=C1C=CC=C2)=NC2=CC(=C(C(=O)NC1=C(C=C(C=C1)N=C1NC3=C(N1)C=CC=C3)Cl)C=C2)Cl 4-((1H-benzo[d]imidazol-2(3H)-ylidene)amino)-N-(4-((1H-benzo[d]imidazol-2(3H)-ylidene)amino)-2-chlorophenyl)-2-chlorobenzamide